(S)-2-((R)-2-((S)-2-((S)-2-amino-3-(1-benzhydryl-1H-imidazol-4-yl)propionamido)-6-octanoylaminohexanamido)-3-(p-tolyl)propionamido)-3-(3-chloro-4-hydroxyphenyl)propionic acid N[C@H](C(=O)N[C@H](C(=O)N[C@@H](C(=O)N[C@H](C(=O)O)CC1=CC(=C(C=C1)O)Cl)CC1=CC=C(C=C1)C)CCCCNC(CCCCCCC)=O)CC=1N=CN(C1)C(C1=CC=CC=C1)C1=CC=CC=C1